ClC1=C(C=C(C=N1)C=1C=NC=C(C(=O)NCC(C)(C)O)C1)NS(=O)(=O)C1=CC=CC=C1 5-(6-chloro-5-(phenylsulfonylamino)pyridin-3-yl)-N-(2-hydroxy-2-methylpropyl)nicotinamide